OC1(N)CC=C(C=C1)O p-dihydroxyaniline